2-azabicyclo(2.2.1)heptane-2-carboxylic acid tert-butyl ester C(C)(C)(C)OC(=O)N1C2CCC(C1)C2